tert-butyl 2-(11-acetyl-3-methylpyrimido[4',5':6,7]cyclohepta[1,2-f]indazol-9(5H)-yl)acetate C(C)(=O)C1=NN(C=2C=C3C(=CC12)C1=C(CC=C3)N=C(N=C1)C)CC(=O)OC(C)(C)C